N-(5-isopropylpyridin-2-yl)propanamide C(C)(C)C=1C=CC(=NC1)NC(CC)=O